cobalt(III) triflate [O-]S(=O)(=O)C(F)(F)F.[Co+3].[O-]S(=O)(=O)C(F)(F)F.[O-]S(=O)(=O)C(F)(F)F